trans-(1r,4r)-4-((5-chloro-4-(1-cyclopropyl-1H-pyrazol-4-yl)pyrimidin-2-yl)amino)-N-methylcyclohexane-1-carboxamide ClC=1C(=NC(=NC1)N[C@@H]1CC[C@H](CC1)C(=O)NC)C=1C=NN(C1)C1CC1